ClC1=NC(=CC(=N1)N1[C@@]2(CO[C@H](C1)C2)CO)Cl ((1S,4R)-5-(2,6-dichloropyrimidin-4-yl)-2-oxa-5-azabicyclo[2.2.1]hept-4-yl)methanol